N1CC(C1)C1=CC=C(C=C1)C1=NC(=NN1)C1(CC1)C(F)(F)F 5-[4-(azetidin-3-yl)phenyl]-3-[1-(trifluoromethyl)cyclopropyl]-1H-1,2,4-triazole